C(#N)N(C1SC(=CN1C1C(CC1)(C)C)C)C1=CC(=NC(=C1)F)F 2-[cyano(2,6-difluoropyridin-4-yl)amino]-N-(2,2-dimethylcyclobutyl)-5-methylthiazole